FC1CN(CCCC1)C(=O)OC(C)(C)C Tert-Butyl 3-fluoroazepane-1-carboxylate